acrylic acid pentafluoroethoxymethyl ester FC(C(F)(F)F)(OCOC(C=C)=O)F